COC1=CC=C(CN(S(=O)(=O)C2=C(C=CC(=C2C=2N=NN(N2)CC2=CC=C(C=C2)OC)I)S(=O)(=O)CC(C)(C)NC(OC(C)(C)C)=O)CC2=CC=C(C=C2)OC)C=C1 tert-butyl (1-((2-(N,N-bis(4-methoxybenzyl)sulfamoyl)-4-iodo-3-(2-(4-methoxybenzyl)-2H-tetrazol-5-yl)phenyl)sulfonyl)-2-methylpropan-2-yl)carbamate